CC1=C(C=C(C=C1)NC(=O)N1C=NC=C1)C1=NC=CC=C1 N-[4-methyl-3-(2-pyridinyl)phenyl]imidazole-1-carboxamide